ClC1(C(C=C(C=2OC3=C(C21)C(=C(C(=C3[2H])[2H])[2H])[2H])[2H])[2H])C3=C(C(=C(C=2OC1=C(C23)C(=C(C(=C1[2H])[2H])[2H])[2H])[2H])[2H])[2H] 1'-chloro-1,3'-bidibenzo[b,d]furan-2,2',3,4,4',6,6',7,7',8,8',9,9'-d13